2,4'-difluoro-2'-(methylsulfonyl)-[1,1'-biphenyl]-4-carboxamide FC1=C(C=CC(=C1)C(=O)N)C1=C(C=C(C=C1)F)S(=O)(=O)C